C(C)(C)(C)OC(=O)N1CCC(CC1)CCC=1C=NC=C(C1)[C@](C1=CC=C(C=C1)C(C)C)(O)C1(CN(C1)C)C 4-(2-{5-[(R)-(1,3-dimethyl-azetidin-3-yl)-hydroxy-(4-isopropyl-phenyl)-methyl]-pyridin-3-yl}-ethyl)-piperidine-1-carboxylic acid tert-butyl ester